FC(CC=1C2=C(S(C1)=O)C(=CC=C2)NC2CCN(CC2)C(CN(C)C)=O)F 3-(2,2-difluoroethyl)-7-((1-(dimethylglycyl)piperidin-4-yl)amino)-1-oxidobenzo[b]thiophen